4-(2-bromoethyl)morpholine, hydrobromide Br.BrCCN1CCOCC1